CC1=C(C=C(C=C1)C=1C=NC(=CC1)C(=O)N1CCN(CC1)C)N(C(=S)NC(C1=CC=CC=C1)=O)CCC N-((2-Methyl-5-(6-(4-methylpiperazine-1-carbonyl)pyridin-3-yl)phenyl)(propyl)carbamothioyl)benzamide